OC=1C(NC=NC1CN1C(N(C(C1)C1=CC=C(C=C1)C#CC1=CC=C(C=C1)CNCCO)C(C)C)=O)=O 5-hydroxy-6-((4-(4-((4-(((2-hydroxyethyl)amino)methyl)phenyl)ethynyl)phenyl)-3-isopropyl-2-oxoimidazolidin-1-yl)methyl)pyrimidin-4(3H)-one